CC(CCC)OC(CCC(C)=O)=O 4-oxopentanoic acid pent-2-yl ester